NC=1C=C2C(NC3(C2=CC1)CC3)=O 5'-aminospiro[cyclopropane-1,1'-isoindol]-3'-one